3,5-dichloro-4-((2-methoxy-1-(1-methylcyclopropyl)-1H-benzo[d]imidazol-6-yl)oxy)aniline ClC=1C=C(N)C=C(C1OC=1C=CC2=C(N(C(=N2)OC)C2(CC2)C)C1)Cl